CC(=O)N[C@@H]1[C@H]([C@@H]([C@H](OC1O)CO)O[C@H]2[C@@H]([C@H]([C@H]([C@H](O2)CO)O)O)O)O N-acetyl-D-lactosamine